2-bromo-6-fluoro-4-(5-fluorobenzoselenazol-2-yl)aniline BrC1=C(N)C(=CC(=C1)C=1[Se]C2=C(N1)C=C(C=C2)F)F